CC=1N=C(N(C1C)COCC[Si](C)(C)C)C=1N=CN2C1C=CC(=C2)C=2C(=C(N)C=CC2F)F 3-[1-(4,5-dimethyl-1-[[2-(trimethylsilyl)ethoxy]methyl]imidazol-2-yl)imidazo[1,5-a]pyridin-6-yl]-2,4-difluoroaniline